(diphenyltriazinyl)(dibenzofuranyl)(diphenyltriazinyl)(dibenzothiophenyl)biphenyl C1(=CC=CC=C1)C1=C(C(=NN=N1)C=1C(=C(C(=C(C1)C1=CC=CC=C1)C1=CC=CC=2SC3=C(C21)C=CC=C3)C3=NN=NC(=C3C3=CC=CC=C3)C3=CC=CC=C3)C3=CC=CC=2OC1=C(C23)C=CC=C1)C1=CC=CC=C1